N1C(C=CC2=CC=CC=C12)=O 1,2-dihydro-quinolin-2-one